2-[2-(aminomethyl)-3,3-difluoro-allyl]-4-[5-[2-(2,3-dihydro-1H-pyrido[2,3-b][1,4]oxazin-7-yl)ethynyl]-3-methyl-2-pyridyl]-1,2,4-triazol-3-one NCC(CN1N=CN(C1=O)C1=NC=C(C=C1C)C#CC1=CC2=C(OCCN2)N=C1)=C(F)F